COC=1C=C(CN(C=2SC=C(N2)COCCOCC2=CC(=CC=C2)OC)CC2=CC(=CC=C2)N2CCN(CC2)C)C=CC1 N-(3-methoxybenzyl)-4-((2-(3-methoxybenzyloxy)ethoxy)methyl)-N-(3-(4-methylpiperazin-1-yl)benzyl)thiazol-2-amine